6-(4-(4-isopropylpiperazin-1-yl)phenyl)-2-(4-(methylsulfonyl)phenyl)-[1,2,4]triazolo[1,5-a]pyridine C(C)(C)N1CCN(CC1)C1=CC=C(C=C1)C=1C=CC=2N(C1)N=C(N2)C2=CC=C(C=C2)S(=O)(=O)C